CC=1C=C(C=CC1)N(C1=CC=C(C=C1)C=1C(=C(C=CC1NC1=CC=CC=C1)C1=CC=C(C=C1)NC1=CC=CC=C1)C1=CC=C(C=C1)N(C1=CC(=CC=C1)C)C1=CC(=CC=C1)C)C1=CC(=CC=C1)C bis{4-[bis(3-methylphenyl)amino]phenyl}-N,N'-diphenyl-(1,1'-biphenyl)-4,4'-diamine